C([C@@H]1[C@H]([C@H]([C@@H](O1)NC2=C(C(=O)NC(=N2)N)N)O)O)OP(=O)(O)O The molecule is a N-glycosyl compound, a ribose monophosphate, an aminopyrimidine and a hydroxypyrimidine. It is a conjugate acid of a 2,5-diamino-4-hydroxy-6-(5-phosphonatoribosylamino)pyrimidine(3-).